(3-methyltriazen-1-yl)-imidazole-4-carboxamide CNN=NC=1NC=C(N1)C(=O)N